5-bromo-4-ethenyl-3-nitropyridin-2-ol BrC=1C(=C(C(=NC1)O)[N+](=O)[O-])C=C